NCCOCCOCCN1NC=C(N1)CC(CS(=O)(=O)C)NC (1-(2-(2-(2-(2-aminoethoxy)ethoxy)ethyl)-1H-1,2,3-triazol-4-yl)methyl)-N-methyl-2-(methylsulfonyl)ethan-1-amine